FC=1C=C(C=C(C1)F)C(N1C=NC(=C1)NC([C@H](C)N1C[C@@H](C(CC1)(F)F)C1=CC=[N+](C=C1)[O-])=O)([2H])[2H] 4-((S)-1-((S)-1-((1-((3,5-difluorophenyl)methyl-d2)-1H-imidazol-4-yl)amino)-1-oxopropan-2-yl)-4,4-difluoropiperidin-3-yl)pyridine 1-oxide